[Na+].C(=C)C1=CC=C(C=C1)S(=O)(=O)[O-] p-vinylbenzenesulfonic acid sodium salt